C(C1=CC=CC=C1)N1N=C(N=C1)C(=O)NC1C(N(C=2N(CC1)N=C(C2)OC(C)C)C)=O 1-Benzyl-N-(2-isopropoxy-4-methyl-5-oxo-5,6,7,8-tetrahydro-4H-pyrazolo[1,5-a][1,3]diazepin-6-yl)-1H-1,2,4-triazol-3-carboxamid